C(CCCCCCCCCCCCC)OC(CO)COCCCCCCCCCCCCCC 2,3-dimyristylglycerol